CCCCCCCCCCCCCC methyltridecan